FC(C(=O)O)(F)F.FCCN(S(=O)(=O)N)C1CC2(CNC2)C1 N-(2-fluoroethyl)-N-(2-azaspiro[3.3]heptan-6-yl)sulfamide 2,2,2-trifluoroacetate